C1(CC1)C1=C(C(=NO1)C1=C(C=CC=C1Cl)Cl)COC1=CC=C(C=C1)C1=C(C=C(C=C1)CC(=O)O)F 2-(4'-((5-cyclopropyl-3-(2,6-dichlorophenyl)isoxazol-4-yl)methoxy)-2-fluoro-[1,1'-biphenyl]-4-yl)acetic acid